BrCCCNC(=O)C(=O)N (3-bromopropyl)oxamide